C1(CC1)C(C(=O)N/C(=N/O)/C1CC1)N1CCC(CC1)N1N=CC(=C(C1=O)Cl)Cl 2-cyclopropyl-N-[(E)-C-cyclopropyl-N-hydroxy-carbonimidoyl]-2-[4-(4,5-dichloro-6-oxo-pyridazin-1-yl)-1-piperidyl]acetamide